O1C2=C(OCC1)C=C(C=C2)C(=O)OC methyl 2,3-dihydrobenzo[b][1,4]dioxin-6-carboxylate